(2-isopropyl-4-(p-tert.butyl-phenyl)indenyl)(2,7-dimethyl-4-phenyl-indenyl)-zirconium dichloride [Cl-].[Cl-].C(C)(C)C=1C(C2=CC=CC(=C2C1)C1=CC=C(C=C1)C(C)(C)C)[Zr+2]C1C(=CC2=C(C=CC(=C12)C)C1=CC=CC=C1)C